N-((7R)-2-Cyano-2-azabicyclo[2.2.1]heptan-7-yl)-5-(3-(4-fluorophenoxy)pyridin-4-yl)-1H-pyrazol-3-carboxamid C(#N)N1C2CCC(C1)[C@H]2NC(=O)C2=NNC(=C2)C2=C(C=NC=C2)OC2=CC=C(C=C2)F